1,7-dimethyl-5,6,7,8,9,10-hexahydropyrido[3',2':4,5]pyrrolo[2,3-d]azepin-2(1H)-one CN1C(C=CC2=C1NC=1CCN(CCC12)C)=O